2-(Hexahydropyrrolo[1,2-a]pyrazin-2(1H)-yl)-1-(4-phenyl-3,4-dihydroquinoxalin-1(2H)-yl)propan-1-one ethyl-7-(2-tetrahydropyran-2-yloxyethoxymethyl)imidazo[1,2-a]pyridine-3-carboxylate C(C)OC(=O)C1=CN=C2N1C=CC(=C2)COCCOC2OCCCC2.C2C1N(CCN2C(C(=O)N2CCN(C3=CC=CC=C23)C2=CC=CC=C2)C)CCC1